BrC1=CC(=C(C=C1OC)C=1SC=CN1)I 2-(4-bromo-2-iodo-5-methoxy-phenyl)thiazole